O1CCN(CC1)C=1C2=C(N=CN1)NC(=C2)C2=CC=C(C=C2)NS(=O)(=O)C=2C=C(CN1C[C@@H](CCC1)NC(C=C)=O)C=CC2 (R)-N-(1-(3-(N-(4-(4-morpholino-7H-pyrrolo[2,3-d]pyrimidin-6-yl)phenyl)sulfamoyl)benzyl)piperidin-3-yl)acrylamide